C(C(C)(C)C)(=O)OC1=CC(=CC=C1)CCCCCCCCCCCCCCC 3-pentadecylphenyl pivalate